COC1=C(C2=CC=CC=C2C=C1)[Si@H](C1=C(C=CC=C1)P1CC2=C(C3=C(C1)C=CC1=CC=CC=C13)C=1C=CC=CC1C=C2)C2=CC=CC=C2 (4S,11bR)-4-(2-((R)-(2-Methoxynaphthalen-1-yl)(phenyl)silyl)phenyl)-4,5-dihydro-3H-dinaphtho[2,1-c:1',2'-e]phosphepine